3-(3-(3,5-dimethyl-1H-pyrazol-1-yl)phenyl)imidazo[1,2-a]pyridine-7-carboxylic acid CC1=NN(C(=C1)C)C=1C=C(C=CC1)C1=CN=C2N1C=CC(=C2)C(=O)O